C1(CCC1)N[P@@]1(OC[C@@]2([C@@H](O1)[C@@]1(SCC1)[C@@H](O2)N2C(NC(C=C2)=O)=O)F)=O 1-((2S,2'R,4aS,6R,7aR)-2-(cyclobutylamino)-4a-fluoro-2-oxotetrahydrospiro[furo[3,2-d][1,3,2]dioxaphosphine-7,2'-thietane]-6-yl)pyrimidine-2,4(1H,3H)-dione